C(C)N(CCCOC1=CC=C(C=C1)NC1=NC=C(C(=N1)N1OCCC1C1=CC=CC=C1)C(F)(F)F)CC N-(4-(3-(diethylamino)propoxy)phenyl)-4-(3-phenylisoxazolidin-2-yl)-5-(trifluoromethyl)pyrimidine-2-amine